1-N-(2-((1r,4r)-4-(hydroxymethyl)cyclohexyl)-6-(2-hydroxypropan-2-yl)-2H-indazol-5-yl)pyrazine-2-carboxamide OCC1CCC(CC1)N1N=C2C=C(C(=CC2=C1)N1C(C=NC=C1)C(=O)N)C(C)(C)O